NC1=NC=NC=2N(C3=CC(=CC=C3C21)C2=CC=CC=C2)CC(=O)N2[C@@H]1C[C@@]1(C[C@H]2C(=O)NC2=NC(=CC=C2)Br)C (1R,3S,5R)-2-(2-(4-amino-7-phenyl-9H-pyrimido[4,5-b]indol-9-yl)acetyl)-N-(6-bromopyridin-2-yl)-5-methyl-2-azabicyclo[3.1.0]hexane-3-carboxamide